ClC1=C(C=2N=C(N=C(C2C=N1)NCC1(CCC1)N(C)C)OC[C@]12CCCN2C[C@@H](C1)F)F 7-chloro-N-((1-(dimethylamino)cyclobutyl)methyl)-8-fluoro-2-(((2R,7aS)-2-fluorotetrahydro-1H-pyrrolizin-7a(5H)-yl)methoxy)pyrido[4,3-d]pyrimidin-4-amine